4-Hydroxy-3'-(methylsulfonyl)-[1,1'-biphenyl]-3-carbaldehyde OC1=C(C=C(C=C1)C1=CC(=CC=C1)S(=O)(=O)C)C=O